O=C1N(C=CC=C1C(=O)N)C1=NC=CC=C1 2-oxo-1-(pyridin-2-yl)-1,2-dihydropyridine-3-carboxamide